ClC=1C=C(C(=O)NC2=CC=C(C=C2)C2(CCC2)C(NC2C(C2)C)=O)C=CC1 3-chloro-N-(4-{1-[(2-methylcyclopropyl)carbamoyl]cyclobutyl}phenyl)benzamide